2-allyl-2-aminomalonic acid diethyl ester C(C)OC(C(C(=O)OCC)(N)CC=C)=O